2-(11-(carboxymethyl)-1,4,8,11-tetraazabicyclo[6.6.2]hexadecan-4-yl)-4-(4-isothiocyanatophenyl)butyric acid C(=O)(O)CN1CCN2CCCN(CCN(CCC1)CC2)C(C(=O)O)CCC2=CC=C(C=C2)N=C=S